N1=CN=C(C2=C1NC=C2)N[C@@H]2CC[C@@H](N(C2)C(C=C)=O)C (-)-1-((2S,5R)-5-((7H-pyrrolo[2,3-d]pyrimidin-4-yl)amino)-2-methylpiperidin-1-yl)prop-2-en-1-one